C1=CC=CC=2C3=CC=CC=C3C(C12)COC(=O)N(CC(=O)O)CCCOC 2-({[(9H-fluoren-9-yl)methoxy]carbonyl}(3-methoxypropyl)amino)acetic acid